COC(=O)C1(CC(C1)C)C1=CC(=NC=C1)Cl 1-(2-chloropyridin-4-yl)-3-methylcyclobutane-1-carboxylic acid methyl ester